C(C)OC[SiH](C=C)C=C ethoxymethyldivinyl-silane